CC1=C(N=NC(=C1)N[C@@H]1CN(CCC1)C)C1=C(C=C(C=C1)C(F)(F)F)O (S)-2-(4-methyl-6-((1-methylpiperidin-3-yl)amino)pyridazin-3-yl)-5-(trifluoromethyl)phenol